4-cholesten-3-one-6-sulfonic acid CC(C)CCC[C@@H](C)[C@H]1CC[C@H]2[C@@H]3CC(C4=CC(CC[C@]4(C)[C@H]3CC[C@]12C)=O)S(=O)(=O)O